C1(=CC=CC=C1)C(=CC#N)C1=CC=CC=C1 3,3-Diphenylacrylonitrile